NC1=C2N=CN(C2=NC=N1)C[C@@H](C)OCP(OCCCC(CCCCCCCCCCCCCCC#C)(F)F)(O)=O 4,4-difluoroicos-19-yn-1-yl hydrogen ((((R)-1-(6-amino-9H-purin-9-yl)propan-2-yl)oxy)methyl)phosphonate